O=C1NC(CCC1N1C(C2=CC=CC(=C2C1)C#CCCNC(C1=NC=C(C=C1)C=1N=CC2=C(C=CC=C2C1)C=1N=C(N2C1CN(C(C2(C)C)=O)C)CC)=O)=O)=O N-(4-(2-(2,6-Dioxopiperidin-3-yl)-1-oxoisoindolin-4-yl)but-3-yn-1-yl)-5-(8-(3-ethyl-5,5,7-trimethyl-6-oxo-5,6,7,8-tetrahydroimidazo[1,5-a]pyrazin-1-yl)isoquinolin-3-yl)picolinamide